5-((1-(6-chloro-2-(hydroxymethyl)-5-methylpyrimidin-4-yl)piperidin-4-yl)oxy)benzofuran-3(2H)-one ClC1=C(C(=NC(=N1)CO)N1CCC(CC1)OC=1C=CC2=C(C(CO2)=O)C1)C